FC=1C=C2C(=NC=NC2=CC1)NCC1=CC=C(C=C1)F 6-Fluoro-N-[4-fluorobenzyl]quinazolin-4-amine